NC1=CC=C(C=C1)NC(C1=CC=C(C=C1)O)=O N-(4-aminophenyl)-4-hydroxybenzamide